FC1=C(C(=CC(=C1)C1=NC(=CC=C1)SC(C)C)F)C(CCCC(=O)O)C 5-[2,6-difluoro-4-(6-isopropylsulfanyl-2-pyridyl)-phenyl]hexanoic acid